N-(5-(3-hydroxy-5-methylisoxazol-4-yl)pyrazolo[1,5-a]pyridin-2-yl)cyclopropanecarboxamide OC1=NOC(=C1C1=CC=2N(C=C1)N=C(C2)NC(=O)C2CC2)C